N-(3-fluoro-5-(methylsulfonyl)phenyl)-4-(3-methylpyridin-2-yl)thiophene-2-carboxamide FC=1C=C(C=C(C1)S(=O)(=O)C)NC(=O)C=1SC=C(C1)C1=NC=CC=C1C